tert-butyl N-[6-bromo-3-[(4-methoxyphenyl) methoxy]-5-methyl-pyrazin-2-yl]carbamate BrC1=C(N=C(C(=N1)NC(OC(C)(C)C)=O)OCC1=CC=C(C=C1)OC)C